CCC(CCCCCCC(=O)[O-])C(=O)OC(C)(C)C tert-butyl nonane-3,9-dicarboxylate